C(C=C)(=O)OC(C)(C)C tertiarybutyl acrylate